C(CC)NCCCN propylaminopropylamine